5-[[6-[2-Fluoro-3-(trifluoromethyl)phenyl]pyrazolo[4,3-b]pyridin-1-yl]methyl]-3-methyl-1,2,4-oxadiazole FC1=C(C=CC=C1C(F)(F)F)C=1C=C2C(=NC1)C=NN2CC2=NC(=NO2)C